ClC1=CC=C(CCN[C@H](C(=O)C2=CNC3=CC(=CC=C23)C=2OC(=NN2)C)C2=CC=CC=C2)C=C1 |r| (S)- and (R)-2-((4-chloro-phenethyl)amino)-1-(6-(5-methyl-1,3,4-oxadiazol-2-yl)-1H-indol-3-yl)-2-phenylethan-1-one